methyl 7-{[(3R,4S)-4-fluoro-3-methylpiperidin-1-yl] methyl}-3,3-dimethyl-2H-furo[3,2-b]pyridine-5-carboxylate F[C@@H]1[C@@H](CN(CC1)CC1=C2C(=NC(=C1)C(=O)OC)C(CO2)(C)C)C